CC1=CC(=CC2=C1N=C(S2)N2CCNCC2)C(=O)NC2CCOCC2 4-methyl-2-(piperazin-1-yl)-N-(tetrahydro-2H-pyran-4-yl)benzo[d]thiazole-6-carboxamide